C[Si](OC(O[Si](C)(C)C)[SiH3])(C)C di(trimethylsiloxy)methylsilane